2,5-dichloro-4-[1-(2-methoxy-3-pyridyl)pyrazol-4-yl]pyrimidine ClC1=NC=C(C(=N1)C=1C=NN(C1)C=1C(=NC=CC1)OC)Cl